N-{(1R)-1-[3-(difluoromethyl)-2-fluorophenyl]ethyl}-2-methyl-6-{[(3S)-oxolan-3-yl]oxy}pyrido[3,4-d]pyrimidin-4-amine FC(C=1C(=C(C=CC1)[C@@H](C)NC=1C2=C(N=C(N1)C)C=NC(=C2)O[C@@H]2COCC2)F)F